aminorhodanine NN1C(=O)CSC1=S